4-((1-(3,4-dichlorophenyl)piperidin-4-yl)oxy)-1H-1,2,3-triazole-5-carboxylic acid 2,2,2-trifluoroacetate FC(C(=O)O)(F)F.ClC=1C=C(C=CC1Cl)N1CCC(CC1)OC=1N=NNC1C(=O)O